N-(3-Chloro-2-fluoro-4-methoxy-phenyl)-6-(3-methylazetidin-3-yl)quinazolin-4-amine ClC=1C(=C(C=CC1OC)NC1=NC=NC2=CC=C(C=C12)C1(CNC1)C)F